C(CCCCCCCCCCCCC)N(O)CCCCCCCCCCCCCC N,N-ditetradecyl-hydroxylamine